(3R,4S)-4-(((7-((3-(3-Acrylamidobenzoyl)phenyl)(tert-butoxycarbonyl)amino)-3-isopropylpyrazolo[1,5-a]pyrimidin-5-yl)amino)methyl)-3-Hydroxypiperidine-1-carboxylic acid tert-butyl ester C(C)(C)(C)OC(=O)N1C[C@@H]([C@@H](CC1)CNC1=NC=2N(C(=C1)N(C(=O)OC(C)(C)C)C1=CC(=CC=C1)C(C1=CC(=CC=C1)NC(C=C)=O)=O)N=CC2C(C)C)O